(4-(tert-butyl)phenyl)-5,5,8,8-tetramethyl-5,6,7,8-tetrahydronaphtho[2,3-b]thiophen-3-amine C(C)(C)(C)C1=CC=C(C=C1)C1=C(C2=C(S1)C=C1C(CCC(C1=C2)(C)C)(C)C)N